Methyl (S)-5-(7-chloro-3-formyl-2-methyl-1,1-dioxido-5-phenyl-2,3,4,5-tetrahydrobenzo[f][1,2,5]thiadiazepin-8-yl)-2-fluorobenzoate ClC=1C(=CC2=C(N(C[C@H](N(S2(=O)=O)C)C=O)C2=CC=CC=C2)C1)C=1C=CC(=C(C(=O)OC)C1)F